O[C@@H]1[C@@]2(C[C@@H]2[C@H]([C@@H]1O)N1C2=NC(=NC(=C2N=C1)NC1=CC=CC=C1)I)CC#N 2-((1S,2R,3S,4R,5S)-2,3-dihydroxy-4-(2-iodo-6-(phenylamino)-9H-purin-9-yl)bicyclo[3.1.0]hexan-1-yl)acetonitrile